(2'S,7R)-2-chloro-2',4-dimethyl-spiro[5H-thieno[2,3-c]pyran-7,4'-piperidine]-4-ol ClC1=CC2=C(S1)[C@@]1(C[C@@H](NCC1)C)OCC2(O)C